C(C1=CC=CC=C1)N1C[C@H](N(C2=C(C1=O)C=NC(=N2)OC)C2=CC=CC=C2)C=C (R)-6-benzyl-2-methoxy-9-phenyl-8-vinyl-6,7,8,9-tetrahydro-5H-pyrimido[4,5-e][1,4]Diazepin-5-one